tert-butyl 4-(6-(4-isopropyl-5-(8-methoxy-[1,2,4]triazolo[1,5-a]pyridin-6-yl)-1-((2-(trimethylsilyl)ethoxy)methyl)-1H-pyrazol-3-yl)-4-methylpyridin-3-yl)piperidine-1-carboxylate C(C)(C)C=1C(=NN(C1C=1C=C(C=2N(C1)N=CN2)OC)COCC[Si](C)(C)C)C2=CC(=C(C=N2)C2CCN(CC2)C(=O)OC(C)(C)C)C